NC1=C2C(=NC=N1)N(N=C2C2=CC(=CC=C2)O)CC=2N(C(C=1C(=CC=NC1C2)C)=O)C2=C(C=CC=C2)C 7-((4-amino-3-(3-hydroxyphenyl)-1H-pyrazolo[3,4-d]pyrimidin-1-yl)methyl)-4-methyl-6-o-tolyl-1,6-naphthyridin-5(6H)-one